3,3,3-trifluoro-propionamide FC(CC(=O)N)(F)F